NC(CNC(=O)C1=NC(=CN=C1)C1=CC=2C(=NC(=CC2)Cl)N1)(C)C N-(2-amino-2-methylpropyl)-6-(6-chloro-1H-pyrrolo[2,3-b]pyridin-2-yl)pyrazine-2-carboxamide